racemic-(3aS,8bS)-6-(trifluoromethyl)-1,3,3a,8b-tetrahydro-2H-benzofuro[3,2-b]pyrrol-2-one FC(C1=CC2=C(C=C1)[C@@H]1NC(C[C@@H]1O2)=O)(F)F |r|